C(C)(C)OC1=CC=C(C(=O)NC=2C=CC=C3C(=CC=NC23)C=2C=NC=CC2)C=C1 4-isopropoxy-N-(4-(pyridin-3-yl)quinolin-8-yl)benzamide